Cl.C1(CCC1)NC1CC=2C(=CSC2)CC1 N-cyclobutyl-4,5,6,7-tetrahydro-2-benzothiophen-5-amine hydrochloride